8-(4-Acetamidophenylthio)guanosine C(C)(=O)NC1=CC=C(C=C1)SC=1N([C@H]2[C@H](O)[C@H](O)[C@@H](CO)O2)C=2N=C(NC(C2N1)=O)N